The molecule is an acyl-CoA(4-) that is the tetraanion of (R)-phenyllactoyl-CoA, arising from deprotonation of the phosphate and diphosphate OH groups. It is a conjugate base of a (R)-phenyllactoyl-CoA. CC(C)(COP(=O)([O-])OP(=O)([O-])OC[C@@H]1[C@H]([C@H]([C@@H](O1)N2C=NC3=C(N=CN=C32)N)O)OP(=O)([O-])[O-])[C@H](C(=O)NCCC(=O)NCCSC(=O)[C@@H](CC4=CC=CC=C4)O)O